6-[3-(Difluoromethyl)-4-fluoro-phenyl]-1-(pyridazin-3-ylmethyl)pyrazolo[4,3-b]pyridine FC(C=1C=C(C=CC1F)C=1C=C2C(=NC1)C=NN2CC=2N=NC=CC2)F